(1R)-2,2-difluoro-1-[(1S)-1-methyl-1,2,3,4-tetrahydroisoquinolin-5-yl]ethanolate FC([C@H]([O-])C1=C2CCN[C@H](C2=CC=C1)C)F